COC1=CN=C(C(=N1)NC1=NN(C(=C1)[C@@H]1C[C@@H](CC1)N(C([O-])=O)C1(CC1)C)S(=O)(=O)C1=CC=C(C)C=C1)C (1R,3S)-3-(3-((6-methoxy-3-methylpyrazin-2-yl)amino)-1-tosyl-1H-pyrazol-5-yl)cyclopentyl(1-methylcyclopropyl)carbamate